isoxazolyl-amide O1N=C(C=C1)[NH-]